1,3-diazinan-2,4-dione N1C(NC(CC1)=O)=O